methyl [(6S)-4-{4-[1-(2-t-butoxy-2-oxoethyl)-1H-pyrazol-4-yl]phenyl}-2,3,9-trimethyl-6H-thieno[3,2-f][1,2,4]triazolo[4,3-a][1,4]diazepin-6-yl]acetate C(C)(C)(C)OC(CN1N=CC(=C1)C1=CC=C(C=C1)C1=N[C@H](C=2N(C3=C1C(=C(S3)C)C)C(=NN2)C)CC(=O)OC)=O